SC(CC(=O)OCCOC(CC(C)S)=O)C Ethylene Glycol bis(3-Mercaptobutyrate)